BrC(C(=O)O)C(C(=O)O)Br 2,3-dibromosuccinic acid